S1C2=C(C=C1C(CC(C)C)=O)C=CC=C2 1-(benzo[b]thiophen-2-yl)-3-methylbutan-1-one